4-methyl-3-(2-(3-nitrophenyl)propyl)-4H-1,2,4-triazole CN1C(=NN=C1)CC(C)C1=CC(=CC=C1)[N+](=O)[O-]